C(C)(C)(C)OC(=O)N1C(C2=CC(=CC=C2CC1)C(=O)N1CC2=CC=CC=C2C[C@H]1C)C=1N(C(=C(C1)C(=O)OCC)C)C [4-(ethoxycarbonyl)-1,5-dimethylpyrrol-2-yl]-7-{[(3R)-3-methyl-3,4-dihydro-1H-isoquinolin-2-yl]carbonyl}-3,4-dihydro-1H-isoquinoline-2-carboxylic acid tert-butyl ester